C(C)(C)(C)OC(=O)[C@@H]1N[C@H]([C@@]([C@@H]1C1=C(C(=CC=C1)Cl)Cl)(C1=C(C=C(C=C1)Cl)F)CN)CC(C)(C)C (2R,3R,4S,5S)-4-(aminomethyl)-4-(4-chloro-2-fluorophenyl)-3-(2,3-dichlorophenyl)-5-neopentylpyrrolidine-2-carboxylic acid tert-butyl ester